(S)-2-(8-chloro-2-(benzofuran-6-carbonyl)-2,3-dihydro-1H-pyrrolo[3,2,1-ij]quinazolin-7-carboxamido)-3-(3-(methylsulfonyl)phenyl)propionic acid ClC1=CC=2CN(CN3C2C(=C1C(=O)N[C@H](C(=O)O)CC1=CC(=CC=C1)S(=O)(=O)C)C=C3)C(=O)C3=CC1=C(C=CO1)C=C3